NC(C(C(CCCCNC(OCC1=CC=CC=C1)=O)NC(=O)[C@H]1N(C[C@H](C1)N1N=NC=C1C(C)(C)O)C([C@@H](CC1CCCCC1)NC(C1=CC=C(C=C1)OC)=O)=O)=O)=O benzyl (7-amino-5-((2S,4S)-1-((R)-3-cyclohexyl-2-(4-methoxybenzamido)propanoyl)-4-(5-(2-hydroxypropan-2-yl)-1H-1,2,3-triazol-1-yl)pyrrolidine-2-carboxamido)-6,7-dioxoheptyl)carbamate